β-naphtholate C1=C(C=CC2=CC=CC=C12)[O-]